(R)-6-Bromo-1-(1-(2,4-dichlorophenyl)ethyl)-2-(trifluoromethyl)-1H-benzo[d]imidazole BrC=1C=CC2=C(N(C(=N2)C(F)(F)F)[C@H](C)C2=C(C=C(C=C2)Cl)Cl)C1